N1N=C(C=C1)CN1CCN(CC1)C1=C(C=C(C=C1)C(F)(F)F)NC(=O)C=1OC(=CC1)C1CCOCC1 N-(2-(4-((1H-pyrazol-3-yl)methyl)piperazin-1-yl)-5-(trifluoromethyl)-phenyl)-5-(tetrahydro-2H-pyran-4-yl)furan-2-carboxamide